tetrabutylammonium tri(3-fluorophenyl)hexylborate FC=1C=C(C=CC1)C(CCCCCOB([O-])[O-])(C1=CC(=CC=C1)F)C1=CC(=CC=C1)F.C(CCC)[N+](CCCC)(CCCC)CCCC.C(CCC)[N+](CCCC)(CCCC)CCCC